(1R,3R)-5'-(4-Amino-3-(dimethylcarbamoyl)-2-fluorophenyl)-4'-chloro-3-methyl-1',2'-dihydrospiro[cyclopentane-1,3'-pyrrolo[2,3-b]pyridine]-3-carboxamide NC1=C(C(=C(C=C1)C=1C(=C2C(=NC1)NC[C@]21C[C@@](CC1)(C(=O)N)C)Cl)F)C(N(C)C)=O